2-[3-(6-methyl-2-pyridyl)-1H-pyrazol-4-yl]-7-(5,6,7,8-tetrahydroimidazo[1,2-a]pyrazin-2-yl)-1,5-naphthyridine CC1=CC=CC(=N1)C1=NNC=C1C1=NC2=CC(=CN=C2C=C1)C=1N=C2N(CCNC2)C1